FC(C)(F)C=1C(NC2=CC(=CC=C2N1)CO)=O 3-(1,1-Difluoroethyl)-7-(hydroxymethyl)quinoxalin-2(1H)-one